tetraoxatetradecan OOOOCCCCCCCCCC